ClC1=C(C=C(C=C1)C1=NN=C(N1)C1=CC=CC=C1)S(=O)(=O)N1CCOCC1 ((2-chloro-5-(5-phenyl-4H-1,2,4-triazol-3-yl)phenyl)sulfonyl)morpholine